1-(1-propenylpiperidin-3-yl)-4-amino-1H-pyrazolo[3,4-d]Pyrimidine-3-carboxamide C(=CC)N1CC(CCC1)N1N=C(C=2C1=NC=NC2N)C(=O)N